3-fluorotetrahydrofuran-2-ol FC1C(OCC1)O